NC1=CC=C(C(=C1NC(CN(CC1=CC=C(C=C1)OC)C=1C=2N(N=C(C1)N1CCOCC1)C(=CN2)C2CC2)=O)F)F N-(6-amino-2,3-difluorophenyl)-2-((3-cyclopropyl-6-morpholinoimidazo[1,2-b]pyridazin-8-yl)(4-methoxybenzyl)amino)acetamide